3-Bromo-5-fluoropyridinenitrile BrC=1C(=NC=C(C1)F)C#N